6-(4-methoxy-phenyl)-1,3,5-triazine COC1=CC=C(C=C1)C1=NC=NC=N1